N-[3-(morpholin-4-yl)propyl]-1-[5-(pyridin-4-yl)-1H-pyrazole-3-carbonyl]piperidine-4-carboxamide N1(CCOCC1)CCCNC(=O)C1CCN(CC1)C(=O)C1=NNC(=C1)C1=CC=NC=C1